2-(Ethylamino)-N-(5-methyl-1H-indazol-4-yl)thiazole-5-carboxamide C(C)NC=1SC(=CN1)C(=O)NC1=C2C=NNC2=CC=C1C